OC1=C(C(=O)O)C=CC=C1.OC1=C(C(=O)O)C=CC=C1 hydroxybenzoate (hydroxy benzoate)